COC(=O)C1CC(CC1)C=1OC=C(N1)C(C)(C)C.C(C1CO1)OC1CCC(CC1)C(C)(C)C1CCC(CC1)OCC1CO1 2,2-bis(4-(2,3-epoxypropoxy)cyclohexyl)propane methyl-3-(4-(tert-butyl)oxazol-2-yl)cyclopentane-1-carboxylate